ClC=1C=C(CN(C(C(F)(F)F)=O)CCCCOCCNC2=NC3=C(C4=CN=CC=C24)C=CC(=C3)C#N)C=C(C1)CO N-(3-Chloro-5-(hydroxymethyl)benzyl)-N-(4-(2-((8-cyanobenzo[c][2,6]naphthyridin-5-yl)amino)ethoxy)butyl)-2,2,2-trifluoroacetamide